[1,2-13C]acetyl-CoA [13C]([13CH3])(=O)SCCNC(CCNC([C@@H](C(COP(OP(OC[C@@H]1[C@H]([C@H]([C@@H](O1)N1C=NC=2C(N)=NC=NC12)O)OP(=O)(O)O)(=O)O)(=O)O)(C)C)O)=O)=O